COC1=CC=C(C=C1)SC1=CNC2=CC=CC=C12 3-(p-methoxyphenylthio)-1H-indole